FC1=C(C=C(C=C1F)C(C)C)CCCC(=O)O 4-(2,3-difluoro-5-isopropylphenyl)butanoic acid